nickel chromium iron niobium molybdenum [Mo].[Nb].[Fe].[Cr].[Ni]